FC1=CC=C(OC2=CC=C3C(=C(N=C(C3=C2)C)C(=O)NCC(=O)O)O)C=C1 {[7-(4-Fluoro-phenoxy)-4-hydroxy-1-methyl-isoquinoline-3-carbonyl]-amino}-acetic acid